tert-butyl (R)-2-ethyl-2,3-dihydro-[1,4]oxazepino[6,7-h]quinoline-4(5H)-carboxylate C(C)[C@H]1OC2=C(C=CC=3C=CC=NC23)CN(C1)C(=O)OC(C)(C)C